ClC=1C=CC(=C(C1)C1N(CCC1)C(=O)[O-])C=O 2-(5-chloro-2-formylphenyl)pyrrolidine-1-carboxylate